acrylamidodimethyl-tetradecyl-ammonium bromide [Br-].C(C=C)(=O)N[N+](CCCCCCCCCCCCCC)(C)C